[O].[O].[O].[O].[O].O1C(C=CC=C1)=O pyrone penta-oxygen